C(C)(C)(C)C1=CC=C(O[C@@H]2[C@@H](CN(CC2)C2=CC(N(C=3C=CC(=NC23)C#N)C)=O)C)C=C1 8-((3R,4S)-4-(4-(tert-Butyl)phenoxy)-3-methylpiperidin-1-yl)-5-methyl-6-oxo-5,6-dihydro-1,5-naphthyridin-2-carbonitril